S(=O)(=O)(O)C(C(=O)O)CC(=O)O.C(=CC1=CC=CC=C1)C=1C(=C(C=CC1)OC1=C(C(=CC=C1)C=CC1=CC=CC=C1)C=CC1=CC=CC=C1)C=CC1=CC=CC=C1 distyrylphenyl ether sulfosuccinate